adenosine 5Z-triphosphate disodium salt [Na+].[Na+].P([O-])(=O)(OP(=O)([O-])OP(=O)(O)O)OC[C@@H]1[C@H]([C@H]([C@@H](O1)N1C=NC=2C(N)=NC=NC12)O)O